COC(C1=C(C=C(C=C1)N1CCN(CC1)CC1CCNCC1)C#CCNC(=O)OC(C)(C)C)=O methyl-2-(3-((tert-butoxycarbonyl)amino)prop-1-yn-1-yl)-4-(4-(piperidin-4-ylmethyl)piperazin-1-yl)benzoate